(R)-1-isopropyl-N-(3-methyl-1,1-dioxidothietan-3-yl)-3-(3-(1-(trifluoromethyl)cyclopropyl)phenyl)-4,5,6,7-tetrahydro-1H-indazole-6-carboxamide C(C)(C)N1N=C(C=2CC[C@H](CC12)C(=O)NC1(CS(C1)(=O)=O)C)C1=CC(=CC=C1)C1(CC1)C(F)(F)F